1,3-dihydroxy-2-naphthoic acid OC1=C(C(=CC2=CC=CC=C12)O)C(=O)O